(2R,3R,4S,5R)-4-[[4-Cyclopropyl-3-(3,4-Difluoro-2-methoxy-phenyl)-5-methyl-5-(trifluoromethyl)tetrahydrofuran-2-carbonyl]amino]pyridin-2-carboxamid C1(CC1)[C@H]1[C@@H]([C@@H](O[C@]1(C(F)(F)F)C)C(=O)NC1=CC(=NC=C1)C(=O)N)C1=C(C(=C(C=C1)F)F)OC